FC1(OC2=C(O1)C=CC=C2N2N=CC(=C2C(F)(F)F)C(=O)N)F 1-(2,2-difluorobenzo[d][1,3]Dioxol-4-yl)-5-(trifluoromethyl)-1H-pyrazole-4-carboxamide